CNCC(CO)O 3-Methylamino-1,2-propanediol